C(=C)CC(CCC(CCOCCC(CCC(CC=C)=O)=O)=O)=O vinyl-3,6-dioxoheptyl ether